(R)-4-((2-cyanophenyl)thio)-6-(1-(3,4-dihydroxybutyl)-1H-pyrazol-4-yl)pyrazolo[1,5-a]pyridine-3-carbonitrile C(#N)C1=C(C=CC=C1)SC=1C=2N(C=C(C1)C=1C=NN(C1)CC[C@H](CO)O)N=CC2C#N